C(C)(C)(C)OC(=O)N1[C@H](CN(CC1)C=1N=NC(=CC1C)NC(=O)C=1C(=CC=2N(C1)C=C(N2)C)OCC)C (S)-4-(6-(7-ethoxy-2-methylimidazo[1,2-a]pyridine-6-carboxamido)-4-methylpyridazin-3-yl)-2-methylpiperazine-1-carboxylic acid tert-butyl ester